C1(=CC=CC=C1)C#CC=1C=C2C(=NC1)CC1CCC2N1C(=O)OC (rac)-Methyl 3-(phenylethynyl)-6,7,8,9-tetrahydro-5H-5,8-epiminocyclohepta[b]pyridine-10-carboxylate